BrCC#CC=1C=C(C#N)C=CC1 3-(3-bromoprop-1-yn-1-yl)benzonitrile